CCOC1=CC=CC=2C3=CC=CC=C3C(C12)OCC 1,9-dimethylmethoxyfluorene